4,5-DIFLUOROINDOLE-3-CARBOXALDEHYDE FC1=C2C(=CNC2=CC=C1F)C=O